C(C1=CC=CC=C1)(C1=CC=CC=C1)(C1=CC=CC=C1)OC[C@H](N)C(=O)[O-] O-trityl-L-serinate